diazanon N(N)=O